C(C1=CC(O)=C(O)C(O)=C1)(=O)O[C@H]1[C@H](OC(C2=CC(O)=C(O)C(O)=C2)=O)[C@@H](O)[C@H](O)[C@H](O1)COC(C1=CC(O)=C(O)C(O)=C1)=O 1,2,6-tri-O-galloyl-beta-D-glucose